ClC1=CC=C2C(=CC=NC2=C1)OC=1C(=C(C(=O)NCC2=C(C=NC=C2Cl)Cl)C=CC1)C 3-[(7-chloro-4-quinolinyl)oxy]-N-[(3,5-dichloro-4-pyridinyl)methyl]-2-methyl-benzamide